hydroxy-4-methylbenzenesulfonyl-aniline ON(C1=CC=CC=C1)S(=O)(=O)C1=CC=C(C=C1)C